(S)-N-((S)-1-(2-fluoro-5-nitrophenyl)ethyl)-2-methylpropane-2-sulfinamide FC1=C(C=C(C=C1)[N+](=O)[O-])[C@H](C)N[S@@](=O)C(C)(C)C